cis-octahydrobenzimidazole N1CN[C@H]2[C@@H]1CCCC2